(S)-N-(5-(3,5-dimethylisoxazol-4-yl)-3-nitropyridin-2-yl)-2-methyl-4,5,6,7-tetrahydrobenzo[d]thiazol-6-amine CC1=NOC(=C1C=1C=C(C(=NC1)N[C@@H]1CC2=C(N=C(S2)C)CC1)[N+](=O)[O-])C